C1(CCCCC1)C(C)(CC)OC(=O)COC(=O)C1C2C=CC(C1)C2=O 5-(2-cyclohexyl-2-butoxycarbonylmethyloxycarbonyl)-7-oxo-bicyclo[2.2.1]Hept-2-ene